(1-((4-(2,2,2-trifluoroethyl)piperidin-1-yl)methyl)cyclopropyl)methanol trifluoroacetic acid salt FC(C(=O)O)(F)F.FC(CC1CCN(CC1)CC1(CC1)CO)(F)F